N-[(S)-(4,4-Difluorocyclohexyl){3-[(3S)-4-(3-fluorobicyclo[1.1.1]pentane-1-carbonyl)-morpholin-3-yl]imidazo[1,2-b][1,2,4]triazin-6-yl}methyl]-4-methyl-1,2,5-oxadiazole-3-carboxamide FC1(CCC(CC1)[C@H](NC(=O)C1=NON=C1C)C=1N=C2N(N=CC(=N2)[C@@H]2N(CCOC2)C(=O)C23CC(C2)(C3)F)C1)F